FC(C1=NN(C=C1C(=O)N1[C@@H](C2=C(CC1)NC=N2)C2=NN1C(C=CC=C1)=C2)C)F (S)-(3-(difluoromethyl)-1-methyl-1H-pyrazol-4-yl)(4-(pyrazolo[1,5-a]pyridin-2-yl)-6,7-dihydro-1H-imidazo[4,5-c]pyridin-5(4H)-yl)methanone